N1=C(C=CC=C1)C1=CC=C(C=C1)NC(C1=CC=CC=C1)=O N-(4-(pyridin-2-yl)phenyl)benzamide